OC1=CC=C(C=C1)C(C1=C(CO)C=CC=C1)C1=CC=C(C=C1)O 2-[bis(4-hydroxyphenyl)methyl]benzyl alcohol